({[2-(2-bromo-4-chlorophenyl)ethyl]sulfanyl}methyl)phenyl methyl ether COC1=C(C=CC=C1)CSCCC1=C(C=C(C=C1)Cl)Br